(S)-2-amino-3-(4-dihydroxyboryl-2-(trifluoromethyl)phenyl)-2-methylpropanoic acid N[C@](C(=O)O)(CC1=C(C=C(C=C1)B(O)O)C(F)(F)F)C